2-[4-[8-[4-[4-[(1R,3S)-3-aminocyclopentanecarbonyl]piperazine-1-carbonyl]-3-chloroanilino]imidazo[1,2-a]pyrazin-3-yl]-3-(trifluoromethyl)pyrazol-1-yl]acetonitrile formate C(=O)O.N[C@@H]1C[C@@H](CC1)C(=O)N1CCN(CC1)C(=O)C1=C(C=C(NC=2C=3N(C=CN2)C(=CN3)C=3C(=NN(C3)CC#N)C(F)(F)F)C=C1)Cl